6-(6-fluoropyridin-3-yl)indolin-2-one FC1=CC=C(C=N1)C1=CC=C2CC(NC2=C1)=O